P(=O)(O)(O)O.FC(C=1C=NC(=NC1)N)(F)F 5-(trifluoromethyl)pyrimidin-2-amine phosphate